ClC(C)C1=NC(=NO1)C 5-(1-Chloroethyl)-3-methyl-1,2,4-oxadiazole